(E)-N-(4-(1-(6-(4-(2-(2-((2-(2,6-dioxopiperidin-3-yl)-1-oxoisoindolin-4-yl)amino)ethoxy)acetyl)piperazin-1-yl)nicotinoyl)piperidin-4-yl)butyl)-3-(pyridin-3-yl)acrylamide O=C1NC(CCC1N1C(C2=CC=CC(=C2C1)NCCOCC(=O)N1CCN(CC1)C1=NC=C(C(=O)N2CCC(CC2)CCCCNC(\C=C\C=2C=NC=CC2)=O)C=C1)=O)=O